[Pt].[Cr].FC1(CN(C1)C1=NC(=CC(=N1)NC(C1=C(C=C(C=C1)NS(=O)(=O)CCO)N1CCC2(CC2)CC1)=O)C)F N-(2-(3,3-Difluoro-azetidin-1-yl)-6-methyl-pyrimidin-4-yl)-4-((2-hydroxy-ethyl)sulfonamido)-2-(6-azaspiro[2.5]octan-6-yl)benzamide chromium-platinum